L-2-methoxy-4-methylphenol COC1=C(C=CC(=C1)C)O